N-(4-(1-(4-hydroxybenzoyl)-3-methyl-1,2,3,6-tetrahydropyridin-4-yl)-1H-pyrrolo[2,3-b]pyridin-6-yl)cyclopropylcarboxamide OC1=CC=C(C(=O)N2CC(C(=CC2)C2=C3C(=NC(=C2)NC(=O)C2CC2)NC=C3)C)C=C1